p-fluorocinnamic acid methyl ester COC(C=CC1=CC=C(C=C1)F)=O